C[C@H]1CN(CCN1)C(=O)[O-] (S)-3-Methylpiperazine-1-carboxylate